C(C1=CC=CC=C1)OC(=O)N[C@H]1[C@@H](O)O[C@@H]([C@H]([C@@H]1OCC1=CC=CC=C1)O)COC(C)=O 2-benzyloxycarbonylamino-3-O-benzyl-6-O-acetyl-2-deoxy-α-D-glucopyranose